tert-Butyl 3,5-difluoro-4-hydroxy-3-methylpiperidine-1-carboxylate FC1(CN(CC(C1O)F)C(=O)OC(C)(C)C)C